Pyridin-6-ylboronic acid N1=CC=CC=C1B(O)O